C(C1=CC=CC=C1)OC=1C(=C(C(=CC1)C)C1=C2C(=NC(=C1)C(=O)N)N(C=C2C#N)CC(F)F)C 4-(3-benzyloxy-2,6-dimethyl-phenyl)-3-cyano-1-(2,2-difluoroethyl)pyrrolo[2,3-b]pyridine-6-carboxamide